3-((2-(2,6-dioxopiperidin-3-yl)-1,3-dioxoisoindol-4-yl)amino)-N-methylpropanamide formate C(=O)O.O=C1NC(CCC1N1C(C2=CC=CC(=C2C1=O)NCCC(=O)NC)=O)=O